N-methyl-pyrrolidone ETHYLISOVALERAT C(C)OC(CC(C)C)=O.CN1C(CCC1)=O